C[N+]1=CC(=CC=C1)C(=O)NCOC(C(=O)I)CC=O [(1-methylpyridin-1-ium-3-carbonyl)amino]methoxy-4-oxobutanoic acid iodide